(1R,2S,3R,5R)-3-(5-bromo-2-chloro-7H-pyrrolo[2,3-d]pyrimidin-7-yl)-5-(piperidin-4-yl)cyclopentane-1,2-diol BrC1=CN(C=2N=C(N=CC21)Cl)[C@H]2[C@@H]([C@@H]([C@H](C2)C2CCNCC2)O)O